4-(7-bromo-2-methyl-1-(2-phenoxyethyl)-1H-benzo[d]imidazol-5-yl)-3,5-dimethylisoxazole BrC1=CC(=CC2=C1N(C(=N2)C)CCOC2=CC=CC=C2)C=2C(=NOC2C)C